2-[7-[(3R)-1-isobutyl-3-piperidyl]-5,6-dihydropyrrolo[2,3-c]pyridazin-3-yl]-3-methyl-5-(trifluoromethyl)phenol C(C(C)C)N1C[C@@H](CCC1)N1CCC2=C1N=NC(=C2)C2=C(C=C(C=C2C)C(F)(F)F)O